5-(1-methylcyclopropoxy)-3-[2-[4-[[4-(4-piperidylmethyl)phenyl]methyl]-1-piperidyl]-4-pyridyl]-1H-indazole CC1(CC1)OC=1C=C2C(=NNC2=CC1)C1=CC(=NC=C1)N1CCC(CC1)CC1=CC=C(C=C1)CC1CCNCC1